BrCC1=C(C(=O)OC)C=C(C(=C1)F)F methyl 2-(bromomethyl)-4,5-difluorobenzoate